ClC=1C=C(C=CC1)C1=NOC(=C1)N1C([C@@H]2N(CCN(C2)C#N)CC1)=O (R)-8-(3-(3-chlorophenyl)isoxazol-5-yl)-9-oxooctahydro-2H-pyrazino[1,2-a]pyrazine-2-carbonitrile